NCCN1CCC2(CCNCC2)CC1 9-(2-aminoethyl)-3,9-diazaspiro[5.5]undecane